Cl.FC1([C@@H](CNC1)NS(=O)(=O)CF)F N-[(3R)-4,4-Difluoropyrrolidin-3-yl]-1-fluoromethanesulfonamide hydrochloride